COC([C@H](CC1=CC=C(C=C1)C1=C(C=C(C=C1OC)COCCOCCOCCOCCN=[N+]=[N-])OC)NC(C1=C(C=CC=C1F)F)=O)=O (S)-3-(4'-(13-azido-2,5,8,11-tetraoxatridecyl)-2',6'-dimethoxy-[1,1'-biphenyl]-4-yl)-2-(2,6-difluorobenzoylamino)propionic acid methyl ester